benzyl 4-((9-(3-(2-(benzyloxy)-6-hydroxypyridin-3-yl)-1-methyl-1H-indazol-6-yl)-3,9-diazaspiro[5.5]undecan-3-yl)methyl)piperidine-1-carboxylate C(C1=CC=CC=C1)OC1=NC(=CC=C1C1=NN(C2=CC(=CC=C12)N1CCC2(CCN(CC2)CC2CCN(CC2)C(=O)OCC2=CC=CC=C2)CC1)C)O